6-[(3aS,7aR)-6-Methyl-3,3a,4,5,7,7a-hexahydro-2H-pyrrolo[2,3-c]pyridin-1-yl]-3-(2-hydroxy-3-bicyclo[4.2.0]octa-1,3,5-trienyl)-4-methyl-1,2,4-triazin-5-one CN1C[C@H]2[C@@H](CC1)CCN2C=2C(N(C(=NN2)C=2C(=C1CCC1=CC2)O)C)=O